5-ethynyl-6-methyl-2-{[4-(4-methylpiperazin-1-yl)phenyl]amino}-8-[(1-methylpyrazol-3-yl)methyl]pyrido[2,3-d]pyrimidin-7-one C(#C)C1=C(C(N(C=2N=C(N=CC21)NC2=CC=C(C=C2)N2CCN(CC2)C)CC2=NN(C=C2)C)=O)C